4-Nitrobenzyl (S)-3-cyclopropyl-2-(2-((S)-5-oxo-1-(2,3,5-trifluorobenzyl)-pyrrolidin-2-yl)acetamido)propanoate C1(CC1)C[C@@H](C(=O)OCC1=CC=C(C=C1)[N+](=O)[O-])NC(C[C@H]1N(C(CC1)=O)CC1=C(C(=CC(=C1)F)F)F)=O